((7aR,8R,10R,10aR)-10-(4-aminopyrrolo[2,1-f][1,2,4]triazin-7-yl)-10-cyano-2,6-dioxooctahydro-2H-furo[3,4-b][1,4]dioxonin-8-yl)methyl (2-(pyridin-4-yl)propan-2-yl) carbonate C(OC[C@H]1O[C@@]([C@@H]2OC(CCCC(O[C@@H]21)=O)=O)(C#N)C2=CC=C1C(=NC=NN12)N)(OC(C)(C)C1=CC=NC=C1)=O